NCC=1C(=C(C=CC1)NC(OC(C)(C)C)=O)F tert-butyl N-[3-(aminomethyl)-2-fluorophenyl]carbamate